ClC1=C(C=C(C=C1)F)C1(N(CC(N(C1)CC1=CC=C(C=C1)OC)=O)S(=O)(=O)C1=C(C=CC=C1)[N+](=O)[O-])C(=O)O (2-chloro-5-fluorophenyl)-4-[(4-methoxyphenyl)methyl]-1-(2-nitrobenzenesulfonyl)-5-oxopiperazine-2-carboxylic acid